2-chloro-5-((1R,3R)-2,2-dichloro-3-(4-fluoro-3-(trifluoromethyl)phenyl)cyclopropane-1-carboxamido)-N-(2,4-difluoro-3-(2-methylbutanoylamino)phenyl)benzamide ClC1=C(C(=O)NC2=C(C(=C(C=C2)F)NC(C(CC)C)=O)F)C=C(C=C1)NC(=O)[C@@H]1C([C@H]1C1=CC(=C(C=C1)F)C(F)(F)F)(Cl)Cl